1-(6Z,9Z,12Z-octadecatrienoyl)-2-(9Z,12Z-octadecadienoyl)-glycero-3-phosphoserine CCCCC/C=C\C/C=C\CCCCCCCC(=O)O[C@H](COC(=O)CCCC/C=C\C/C=C\C/C=C\CCCCC)COP(=O)(O)OC[C@@H](C(=O)O)N